dimethylaminoacetate CN(C)CC(=O)[O-]